2-((2S)-4-(7-(8-ethynyl-7-fluoro-3-hydroxynaphthalen-1-yl)-6,8-Difluoro-2-((tetrahydro-1H-pyrrolizin-7a(5H)-yl)methoxy)quinazolin-4-yl)-1-(2-fluoroacryloyl)piperazine-2-yl)acetonitrile C(#C)C=1C(=CC=C2C=C(C=C(C12)C1=C(C=C2C(=NC(=NC2=C1F)OCC12CCCN2CCC1)N1C[C@@H](N(CC1)C(C(=C)F)=O)CC#N)F)O)F